(R)-1-[4-(trifluoromethoxy)phenyl]ethanol FC(OC1=CC=C(C=C1)[C@@H](C)O)(F)F